N-(Tetrahydro-2H-pyran-4-yl)-2-(2-((2,2,2-trifluoroethyl)amino)pyridin-4-yl)-1H-pyrrolo[3,2-c]pyridin-6-amine O1CCC(CC1)NC1=CC2=C(C=N1)C=C(N2)C2=CC(=NC=C2)NCC(F)(F)F